2-methyl-4,6-bis[(octane-1-ylthio)methyl]phenol CC1=C(C(=CC(=C1)CSCCCCCCCC)CSCCCCCCCC)O